C(C)C1=CN=C(NC1=O)C1=CC(CC1)N1C=CC=C1 (3R)-1-(3-(5-ethyl-6-oxo-1,6-dihydropyrimidin-2-yl)cyclopent-2-en-1-yl)pyrrole